[C@H]12CN(C[C@H](CC1)N2)C2=C1CN(C(C1=C(C=C2)F)=O)C2C(NC(CC2)=O)=O 3-(4-((1R,5S)-3,8-diazabicyclo[3.2.1]octan-3-yl)-7-fluoro-1-oxoisoindolin-2-yl)piperidine-2,6-dione